xenylamine C1(=CC=C(C=C1)C1=CC=CC=C1)N